FC=1C=C(C=CC1F)[C@H]1[C@@H](CN(C1)CCOC)NC(=O)NC=1C=NN2C1C=CC=C2 1-((3s,4r)-4-(3,4-difluorophenyl)-1-(2-methoxyethyl)pyrrolidin-3-yl)-3-(pyrazolo[1,5-a]pyridin-3-yl)urea